ClC=1C=C2C(=CC(=NC2=CC1)C(F)(F)F)NC1CCC(CC1)NC(CCN1N=CN=C1)=O N-[(1s,4s)-4-{[6-chloro-2-(trifluoromethyl)quinolin-4-yl]amino}cyclohexyl]-3-(1H-1,2,4-triazol-1-yl)propanamide